CN1CCN(CC1)C1=CC=C(C=C1)C=1C=C2C(=NC1)C(=CO2)C2=C(C#N)C=CC=C2 2-(6-(4-(4-methylpiperazin-1-yl)phenyl)furo[3,2-b]pyridin-3-yl)benzonitrile